2-(triphenylphosphoranylidene)succinic anhydride C1(=CC=CC=C1)P(=C1C(=O)OC(C1)=O)(C1=CC=CC=C1)C1=CC=CC=C1